2,3-dihydro-1H-pyrrolo[2,3-b]pyridin N1CCC=2C1=NC=CC2